ClC=1C(=NC=CC1C1=CC2=C(N=C(N=C2)N(C(OC(C)(C)C)=O)C)N2C1=NCCC2)NS(=O)(=O)CCC tert-butyl (6-(3-chloro-2-(propylsulfonamido)pyridin-4-yl)-9,10-dihydro-8H-pyrido[1,6-a:2,3-d']dipyrimidin-2-yl)(methyl)carbamate